C(C)(CC)(C1=CC=C(C=C1)O)C1=CC=C(C=C1)O 4,4'-sec-butylidenebisphenol